ClC1=C(C(=O)C2=CNC3=C2C2=C(NC(C4(N2)CC(CC4)OC)=O)C=N3)C=CC(=C1)OC1=CC=CC=C1 9'-(2-chloro-4-phenoxybenzoyl)-3-methoxy-4',7'-dihydroSpiro[cyclopentane-1,2'-pyrrolo[3',2':5,6]pyrido[3,4-b]pyrazine]-3'(1'H)-one